N(C1=CC=CC=C1)C1=NC(=NC=C1C)NC=1C=C(C(=C(C1)C(C)(C)O)Br)Cl 2-[5-[(4-anilino-5-methyl-pyrimidin-2-yl)amino]-2-bromo-3-chloro-phenyl]propan-2-ol